C(C=C)(=O)N1C[C@@H](N(CC1)C1=NC(N2C3=C(C(=C(C=C13)Cl)C1=C(C=CC=C1O)F)OC[C@@H]2CO)=O)C (3S,10S)-7-((S)-4-acryloyl-2-methylpiperazin-1-yl)-9-chloro-10-(2-fluoro-6-hydroxyphenyl)-3-(hydroxymethyl)-2H-[1,4]oxazino[2,3,4-ij]quinazolin-5(3H)-one